CC1=NN=NN1CC1=NC=CC=C1 (5-methyl-1H-tetrazol-1-yl)methylpyridine